N-(2-chloro-3-((5-ethyl-3-methyl-4-oxo-3,4-dihydroquinazolin-6-yl)amino)-4-fluorophenyl)pyrrolidine-1-sulfonamide trifluoroacetate FC(C(=O)O)(F)F.ClC1=C(C=CC(=C1NC=1C(=C2C(N(C=NC2=CC1)C)=O)CC)F)NS(=O)(=O)N1CCCC1